N1N=CC=C1C1=C(C=CC=C1)NC(C1=CC=C(C=C1)OCCN1CCCCC1)=O N-(2-(1H-pyrazol-5-yl)phenyl)-4-(2-(piperidin-1-yl)ethoxy)benzamide